ClC=1C(=C2C=NNC2=CC1C)C=1C(=NN(C1C)C1CC2(CN(C2)C(C=C)=O)C1)C1=CC2=CN(N=C2C=C1)CCOC 1-(6-(4-(5-chloro-6-methyl-1H-indazol-4-yl)-3-(2-(2-methoxyethyl)-2H-indazol-5-yl)-5-methyl-1H-pyrazol-1-yl)-2-azaspiro[3.3]heptan-2-yl)prop-2-en-1-one